NC1=C(SC=2N=C(N=C(C21)C)C)C(=O)NC2CC=1C=CC(=NC1CC2)N2CC1(C(CCO1)C)C(C2)N 5-amino-N-(2-{9-amino-4-methyl-1-oxa-7-azaspiro[4.4]nonan-7-yl}-5,6,7,8-tetrahydroquinolin-6-yl)-2,4-dimethylthieno[2,3-d]pyrimidine-6-carboxamide